(Z)-2-cyclopropylacetaldoxime C1(CC1)C\C=N/O